OC(C)(C)C1(CC1)C(C)(C)C1(NC(C2=CC=CC=C12)=O)C1=CC=C(C=C1)C(F)(F)F 3-{2-[1-(2-hydroxypropan-2-yl)cyclopropyl]Prop-2-yl}-3-[4-(trifluoromethyl)phenyl]-2,3-dihydro-1H-isoindol-1-one